decamethylferrocene CC1=C(C(=C([C-]1C)C)C)C.[C-]1(C(=C(C(=C1C)C)C)C)C.[Fe+2]